CN(C1=CC=C(C(=O)OCC)C=C1)C ethyl 4-(dimethylamino)benzoate